(6-(3,4-Dimethylbenzyl)-2-azaspiro[3.3]heptan-2-yl)((1s,3s)-3-hydroxy-3-methylcyclobutyl)methanone CC=1C=C(CC2CC3(CN(C3)C(=O)C3CC(C3)(C)O)C2)C=CC1C